FC=1C=CC(=C(C(=O)N2[C@@H](COCC2)C)C1)C=1C=2N(C=C(C1)C1CN(C1)[C@H](CN1CCN(CC1)C)C(C)C)C(=NC2F)C (3R)-4-[5-fluoro-2-(1-fluoro-3-methyl-6-{1-[(2S)-3-methyl-1-(4-methylpiperazin-1-yl)butan-2-yl]azetidin-3-yl}imidazo[1,5-a]pyridin-8-yl)benzoyl]-3-methylmorpholine